C(C)(C)C1C(OC(=NO1)C1CNCC1)CN(C)C (6-isopropyl-3-(pyrrolidin-3-yl)-5,6-dihydro-1,4,2-dioxazin-5-yl)-N,N-dimethylmethylamine